ClC=1C2=C(C(=NC1)N)C=NN2 7-chloro-1H-pyrazolo[4,3-c]pyridin-4-amine